C1(=CC=C(C=C1)N(C1=CC=C(C=C1)C1=CC=CC=2C(C3=CC=CC=C3C12)(C1=CC=CC=C1)C1=CC=CC=C1)C1=CC=C(C=C1)C1=CC=CC=C1)C1=CC=CC=C1 Bis-biphenyl-4-yl-[4-(9,9-diphenyl-9H-fluoren-4-yl)-phenyl]-amine